COC(C1=C(C=C(C=C1)I)Br)=O 2-Bromo-4-iodobenzoic acid methyl ester